(R)-3-hydroxy-1-methyl-3-(2-(6-(2-((1-methyl-1H-pyrazol-3-yl)amino)pyrimidin-4-yl)pyridin-2-yl)thiazol-5-yl)pyrrolidin-2-one O[C@]1(C(N(CC1)C)=O)C1=CN=C(S1)C1=NC(=CC=C1)C1=NC(=NC=C1)NC1=NN(C=C1)C